4-acetyl-2'-O-methyl-cytidine C(C)(=O)C1(NC(N([C@H]2[C@H](OC)[C@H](O)[C@@H](CO)O2)C=C1)=O)N